CCCCCCCCCCCCCCCCCCCC1=CC(=CC(=O)O1)O The molecule is a 2-pyranone in which the hydrogens at positions 4 and 6 of 2H-pyran-2-one are replaced by hydroxy and nonadecyl groups respectively. It is a member of 2-pyranones and a heteroaryl hydroxy compound.